methyl 4-((5-bromo-2-methylpyrimidin-4-yl)amino)-5-methylthiophene-3-carboxylate BrC=1C(=NC(=NC1)C)NC=1C(=CSC1C)C(=O)OC